OC1(CNC1)[C@@H](C)NC(=O)C1=CC2=CC=CC(=C2C=C1)C1=CC=C(C=C1)C(F)(F)F (R)-N-(1-(3-hydroxyazetidin-3-yl)ethyl)-5-(4-(trifluoromethyl)phenyl)-2-naphthamide